8-methyl-4-amino-7-(2-piperidineformyloxy)coumarin CC=1C(=CC=C2C(=CC(OC12)=O)N)OC(=O)C1NCCCC1